ClC1=CC=C(CNC(=O)C2=NC=C3N2CCN(C3=O)CC3(CC3)S(=O)(=O)C(C)(C(CO)O)C)C=C1 N-(4-chlorobenzyl)-7-((1-((3,4-dihydroxy-2-methylbutan-2-yl)sulfonyl)cyclopropyl)methyl)-8-oxo-5,6,7,8-tetrahydroimidazo[1,5-a]pyrazine-3-carboxamide